trans-tert-butyl-5-(2-((4-acetamidocyclohexyl)amino)-5-chloropyrimidin-4-yl)-3,6-dihydropyridine C(C)(C)(C)C1=NCC(=CC1)C1=NC(=NC=C1Cl)N[C@@H]1CC[C@H](CC1)NC(C)=O